6-(4-methoxypyrrolo[2,1-f][1,2,4]triazin-5-yl)-2-methyl-1H-imidazo[4,5-b]pyridine COC1=NC=NN2C1=C(C=C2)C=2C=C1C(=NC2)N=C(N1)C